C(C)(C)(C)OC(=O)N1CCC(CC1)OC1=COC(=CC1=O)CN1CC2=CC=CC=C2C1 4-((6-(isoindolin-2-ylmethyl)-4-oxo-4H-pyran-3-yl)oxy)piperidine-1-carboxylic acid tert-butyl ester